2-(2-(10-(4,6-divinyl-1,3,5-triazin-2-yl)-1,7-dioxa-4,10-diazacyclododecane-4-yl)ethoxy)propionic acid C(=C)C1=NC(=NC(=N1)C=C)N1CCOCCN(CCOCC1)CCOC(C(=O)O)C